C(C)(C)(C)OC(=O)N1CC2C(C1)CC(C2)C(=O)N2N=CCC2C2=CC(=CC(=C2)F)F 5-(5-(3,5-difluorophenyl)-4,5-dihydro-1H-pyrazole-1-carbonyl)hexahydrocyclopenta[C]pyrrole-2(1H)-carboxylic acid tert-butyl ester